3-(5-(1-methylpiperidin-4-yloxy)pyridin-2-yl)-N-(3-methylpyridin-2-yl)-1,2,4-oxadiazol-5-amine CN1CCC(CC1)OC=1C=CC(=NC1)C1=NOC(=N1)NC1=NC=CC=C1C